NC=1CC(=CC2=C(N1)C=C(S2)CC2=CC=CC=C2)C(=O)N(CCC)CCC 5-amino-2-benzyl-N,N-dipropyl-6H-thieno[3,2-b]azepin-7-carboxamide